C(N)(=N)C=1C=C(SC1)[C@@H](C)NC(=O)[C@H]1N(C[C@](C1)(COC)F)C(CNC(CCCOC1=CC=CC=C1)=O)=O (2S,4R)-N-((R)-1-(4-carbamimidoylthiophen-2-yl)ethyl)-4-fluoro-4-(methoxymethyl)-1-((4-phenoxybutanoyl)glycyl)pyrrolidine-2-carboxamide